N'-[5-bromo-2-methyl-6-(1-phenyl-ethoxy)-3-pyridyl]-N-ethyl-N-methyl-formamidine BrC=1C=C(C(=NC1OC(C)C1=CC=CC=C1)C)N=CN(C)CC